ClC1=CC(=C(C=C1)C1=C(N(N=N1)CC)CN1N=CC(=CC1=O)C=1C=NN(C1)C1CC1)F 2-[[5-(4-chloro-2-fluoro-phenyl)-3-ethyl-triazol-4-yl]methyl]-5-(1-cyclopropylpyrazol-4-yl)pyridazin-3-one